C(C)(C)(C)OC(=O)N(C(OC(C)(C)C)=O)C1=NN2C(C=C(C=C2)C2=C(C(=C(C=C2)C)OCCC(C(C)(O)C2=CC=C(C=C2)F)F)F)=N1 tert-butyl (tert-butoxycarbonyl)(7-(2-fluoro-3-((3-fluoro-4-(4-fluorophenyl)-4-hydroxypentyl)oxy)-4-methylphenyl)-[1,2,4]triazolo[1,5-a]pyridin-2-yl)carbamate